methyl (S)-3-(8-(1,6-dimethyl-2-oxo-4-(trifluoromethyl)-1,2-dihydro pyridin-3-yl)quinolin-5-yl)-2-(tritylamino)propanoate CN1C(C(=C(C=C1C)C(F)(F)F)C=1C=CC(=C2C=CC=NC12)C[C@@H](C(=O)OC)NC(C1=CC=CC=C1)(C1=CC=CC=C1)C1=CC=CC=C1)=O